ethyl 6-bromopyrazolo[1,5-a]pyrimidine-2-carboxylate BrC=1C=NC=2N(C1)N=C(C2)C(=O)OCC